Dimethyl-sulfamoyl fluoride CN(S(=O)(=O)F)C